COC1CC(C(=C2N1CCN2)[N+](=O)[O-])C 1,2,3,5,6,7-hexahydro-5-methoxy-7-methyl-8-nitro-imidazo[1,2-a]pyridine